tert-butyl-(6R)-2-(4-chlorophenyl)-3-iodo-6-methyl-6,7-dihydropyrazolo[1,5-a]pyrazine ethyl-(6R)-6-[4-[2-(cyclobutoxy)-3-pyridyl]piperazin-1-yl]-2-azaspiro-[3.4]octane-2-carboxylate C(C)OC(=O)N1CC2(C1)C[C@@H](CC2)N2CCN(CC2)C=2C(=NC=CC2)OC2CCC2.C(C)(C)(C)C=2C=1N(C[C@H](N2)C)N=C(C1I)C1=CC=C(C=C1)Cl